C(C)(C)(C)OC(=O)NC/C=C/CNC=1C(=NC(=CC1)C(=O)OC)NS(O)(=O)=O [3-[[(E)-4-(tert-butoxycarbonylamino)but-2-enyl]amino]-6-methoxycarbonyl-2-pyridyl]sulfamic acid